triethylamine β-naphthalenesulfinate C1=C(C=CC2=CC=CC=C12)S(=O)O.C(C)N(CC)CC